5-[4-[(tert-butoxy)carbonyl]piperazin-1-yl]-3-methoxybenzene-1,2-dicarboxylic acid 1,2-dimethyl ester COC(=O)C=1C(=C(C=C(C1)N1CCN(CC1)C(=O)OC(C)(C)C)OC)C(=O)OC